C(CCCCCC(C)C)OC(CCC(=O)OCCCCCCC(C)C)=O.[Na].C(C)(C)(C)OOC(C)(C)C1=C(C=CC=C1)C(C)(C)OOC(C)(C)C di(tert-butyldioxyisopropyl)benzene sodium diisononylsuccinate